C1CCN[C@H](C1)C(=O)O The molecule is the D-enantiomer of pipecolic acid. It has a role as a human metabolite. It is a conjugate base of a D-pipecolate. It is an enantiomer of a L-pipecolic acid.